N-methyl-5-((3-(((2-methyl-3-oxo-3,4-dihydroquinoxalin-6-yl)methyl)amino)cyclobutyl)amino)picolinamide CNC(C1=NC=C(C=C1)NC1CC(C1)NCC=1C=C2NC(C(=NC2=CC1)C)=O)=O